10-Benzyl-7-chloro-5,10-dihydro-11H-dibenzo[b,e][1,4]diazepin-11-one C(C1=CC=CC=C1)N1C2=C(NC3=C(C1=O)C=CC=C3)C=C(C=C2)Cl